(R)-N-(2-(3-(dimethylamino)pyrrolidin-1-yl)-5-((4-(7-fluoro-1H-indol-3-yl)-5-(tri-fluoromethyl)pyrimidin-2-yl)amino)phenyl)acetamide CN([C@H]1CN(CC1)C1=C(C=C(C=C1)NC1=NC=C(C(=N1)C1=CNC2=C(C=CC=C12)F)C(F)(F)F)NC(C)=O)C